3-((S)-3-Cyclopropyl-2-((E)-3-(2,4-dichlorophenyl)acrylamido)propanamido)-N-ethyl-2-oxo-4-((S)-2-oxopyrrolidin-3-yl)butanamid C1(CC1)C[C@@H](C(=O)NC(C(C(=O)NCC)=O)C[C@H]1C(NCC1)=O)NC(\C=C\C1=C(C=C(C=C1)Cl)Cl)=O